2-(2,3-Dichlorophenyl)-4-phenyl-5-decylimidazole ClC1=C(C=CC=C1Cl)C=1NC(=C(N1)C1=CC=CC=C1)CCCCCCCCCC